ClCC(=O)NCCCNC1=NC2=CC(=C(C=C2C(=N1)NCCCCCCN1CCCCC1)OC)OC 2-chloro-N-(3-((6,7-dimethoxy-4-((6-(piperidin-1-yl)hexyl)amino)quinazolin-2-yl)amino)propyl)acetamide